(S)-1-(1-(1-ethoxy-5-methoxypyridin-2-yl)-2-(methylsulfonyl)ethyl)-4-(o-tolyl)-1H-benzo[d]imidazol-2(3H)-one C(C)ON1C(C=CC(=C1)OC)[C@@H](CS(=O)(=O)C)N1C(NC2=C1C=CC=C2C2=C(C=CC=C2)C)=O